(1S)-4-azanyl-1-[(2R,6S)-6-[[1,1-dimethylethyl(dimethyl)silyl]oxymethyl]thiomorpholin-2-yl]pyrimidin-2-one NC1=NC(N(C=C1)[C@H]1CNC[C@H](S1)CO[Si](C)(C)C(C)(C)C)=O